CN1N=CC(=C1)C1=CC=2C(=NC=C(C2)C(=O)NC=2C=C(C=NC2C(F)(F)F)NC(OC(C)(C)C)=O)N1COCC[Si](C)(C)C tert-butyl (5-(2-(1-methyl-1H-pyrazol-4-yl)-1-((2-(trimethylsilyl)ethoxy)methyl)-1H-pyrrolo[2,3-b]pyridine-5-carboxamido)-6-(trifluoromethyl)pyridin-3-yl)carbamate